1-{4-[(4,6-difluoro-1,3-benzothiazol-2-yl)oxy]-3-methoxyphenyl}-3-(trifluoromethyl)pentan-3-ol FC1=CC(=CC2=C1N=C(S2)OC2=C(C=C(C=C2)CCC(CC)(O)C(F)(F)F)OC)F